Methyl (4-(1-(1-(5-(3-Chloro-2-fluoro-6-(1H-tetrazol-1-yl)phenyl)pyridin-2-yl)-2-cyclopropylethyl)-1H-imidazol-4-yl)phenyl)carbamate ClC=1C(=C(C(=CC1)N1N=NN=C1)C=1C=CC(=NC1)C(CC1CC1)N1C=NC(=C1)C1=CC=C(C=C1)NC(OC)=O)F